C(C)(C)(C)OC(=O)N1[C@@H](CN([C@H](C1)CC)C=1C=2C(N(C(C1)=O)C)=CN(N2)CC#N)CC (2R,5S)-4-(2-(cyanomethyl)-4-methyl-5-oxo-4,5-dihydro-2H-pyrazolo[4,3-B]pyridin-7-yl)-2,5-diethylpiperazine-1-carboxylic acid tert-butyl ester